N1-(2-(4-Methoxyphenyl)quinolin-4-yl)-N3-(4-(piperidin-1-yl)phenyl)propane-1,3-diamine COC1=CC=C(C=C1)C1=NC2=CC=CC=C2C(=C1)NCCCNC1=CC=C(C=C1)N1CCCCC1